tert-butyl-2-(2-(N,5-dimethyl-1H-indazole-7-sulfonamido) acetamido)-6,7-dihydrothiazolo[4,5-c]pyridine-5(4H)-carboxylate C(C)(C)(C)OC(=O)N1CC2=C(CC1)SC(=N2)NC(CN(S(=O)(=O)C=2C=C(C=C1C=NNC21)C)C)=O